FC1=CC=C(C=C1)/C=C/COC1=CC=C(C=C1)C1=CC=CC=C1 (E)-4-((3-(4-fluorophenyl)allyl)oxy)-1,1'-biphenyl